[Cl-].C(CCCCCCCCCCCCCCCCC)[NH2+]C N-stearyl-N-methyl-ammonium chloride